2-(4-fluorophenyl)-N-(3,4,5-trimethoxyphenyl)acetamide FC1=CC=C(C=C1)CC(=O)NC1=CC(=C(C(=C1)OC)OC)OC